OC(C(=O)OC1CCN(CC1)C)(C1=CC=CC=C1)C1=CC=CC=C1 1-methylpiperidin-4-yl 2-hydroxy-2,2-diphenylacetate